C(C)[C@@]1(CN(CC1)C(=O)C1=CC=C2C(=CNC2=C1)C1=NC(=NC=C1C(F)(F)F)N[C@@H]1CN(CCC1)C(=O)OC(C)(C)C)O Tert-butyl (3S)-3-[[4-[6-[(3R)-3-ethyl-3-hydroxy-pyrrolidine-1-carbonyl]-1H-indol-3-yl]-5-(trifluoromethyl)pyrimidin-2-yl]amino]piperidine-1-carboxylate